(2S,3S)-3-(2-{5-chloro-1H-pyrrolo[2,3-b]pyridin-3-yl}-9H-purin-9-yl)bicyclo[2.2.2]octane-2-carboxylic acid ClC=1C=C2C(=NC1)NC=C2C2=NC=C1N=CN(C1=N2)[C@@H]2[C@H](C1CCC2CC1)C(=O)O